N-(2-((2-(2,6-dioxopiperidin-3-yl)-1-oxoisoindolin-4-yl)thio)ethyl)-5-(piperidin-1-yl)pentanamide O=C1NC(CCC1N1C(C2=CC=CC(=C2C1)SCCNC(CCCCN1CCCCC1)=O)=O)=O